BrC1=C(C=C2C=C(N=CC2=C1)C(NC1=CC(=CC=C1)F)=O)C(F)(F)P(OCC)(OCC)=O diethyl ((7-bromo-3-((3-fluorophenyl)carbamoyl) isoquinolin-6-yl)difluoromethyl)phosphonate